1-acetylpiperidin-4-yl 3-{[(2E)-3-(4-chlorobenzenesulfonyl)prop-2-en-1-yl]carbamoyl}-2-oxo-1,2,5,6,7,8-hexahydro-1,6-naphthyridine-6-carboxylate ClC1=CC=C(C=C1)S(=O)(=O)/C=C/CNC(=O)C=1C(NC=2CCN(CC2C1)C(=O)OC1CCN(CC1)C(C)=O)=O